2,5,5-trimethyl-2-(3-phenylpropylamino)hexanoic acid CC(C(=O)O)(CCC(C)(C)C)NCCCC1=CC=CC=C1